C(C1=C(O)C(O)=CC=C1)(=O)O 2-Pyrocatechuic acid